3-{4-[(2S)-5-cyclobutoxy-1-cyclopropanecarbonyl-2-methyl-1,2,3,4-tetrahydroquinolin-6-yl]-1H-pyrazol-1-yl}-1λ6-thietane-1,1-dione C1(CCC1)OC1=C2CC[C@@H](N(C2=CC=C1C=1C=NN(C1)C1CS(C1)(=O)=O)C(=O)C1CC1)C